C1(CC1)CN1C=CC=2C1=CN=C(C2)C(C(=O)N)(C)N2C[C@@H](C(CC2)(F)F)C2=CNC(C=C2)=O (1-(cyclopropylmethyl)-1H-pyrrolo[2,3-c]pyridin-5-yl)-2-((s)-4,4-difluoro-3-(6-oxo-1,6-dihydropyridin-3-yl)piperidin-1-yl)propanamide